COC(=O)C1=CNC(=C1C)C1=C(C=CC=C1)C(F)(F)F 4-methyl-5-(2-(trifluoromethyl)phenyl)-1H-pyrrole-3-carboxylic acid methyl ester